3,5-dinitrobenzyl rac-cis-2-aminocyclopropane-1-carboxylate N[C@@H]1[C@@H](C1)C(=O)OCC1=CC(=CC(=C1)[N+](=O)[O-])[N+](=O)[O-] |r|